C1(CC1)CN1CCN(CC1)C(CC1=CC=C(C=C1)NC(=O)NCC1=CC=C(C=C1)OC)=O [(4-{2-[4-(cyclopropylmethyl)piperazinyl]-2-oxoethyl}phenyl)amino]-N-[(4-methoxyphenyl)methyl]carboxamide